BrC1=CN=C(S1)NC(=O)C1(N2C=CC=C2C(CC1)=O)C N-(5-bromothiazol-2-yl)-5-methyl-8-oxo-6,7-dihydroindolizine-5-carboxamide